ClC1=C(C=CC=C1)CC(=O)N 2-(2-chlorophenyl)acetamide